oxa[5,6]diazacyclotridecine-11,13-dione O1CC=CN=NC=CC=CC(CC1=O)=O